methyl-beta-D-arabinopyranose C[C@]1(O)[C@@H](O)[C@H](O)[C@H](O)CO1